6-oxo-hexanoic acid hydrochloride Cl.O=CCCCCC(=O)O